C(=O)C1=CC2=C(OCCC3=C2SC=C3)C=C1C=1C(=NC(=CC1)C(NCCC)=O)C(=O)OC methyl 3-(9-formyl-4,5-dihydrobenzo[b]thieno[2,3-d]oxepin-8-yl)-6-(propylcarbamoyl)picolinate